C1(C=CC(N1C1=CC=C(C=C1)N1C(C=CC1=O)=O)=O)=O 1,4-bismaleimido-benzene